COC[C@@H](CC(C)C)NC=1NC(/C(/N1)=C/C1=CC2=CN(N=C2C=C1)C)=O (4Z)-2-[[(1R)-1-(methoxymethyl)-3-methyl-butyl]amino]-4-[(2-methylindazol-5-yl)methylene]-1H-imidazol-5-one